2-[2-hydroxy-5-(methacryloyloxyethyl)phenyl]-5-cyano-2H-benzotriazole OC1=C(C=C(C=C1)CCOC(C(=C)C)=O)N1N=C2C(=N1)C=CC(=C2)C#N